Bis(dodecylphenyl)iodonium tetrakis(pentafluorophenyl)borate FC1=C(C(=C(C(=C1[B-](C1=C(C(=C(C(=C1F)F)F)F)F)(C1=C(C(=C(C(=C1F)F)F)F)F)C1=C(C(=C(C(=C1F)F)F)F)F)F)F)F)F.C(CCCCCCCCCCC)C1=C(C=CC=C1)[I+]C1=C(C=CC=C1)CCCCCCCCCCCC